4-[4-[2,3-difluoro-4-(4,4,5,5-tetramethyl-1,3,2-dioxaborolan-2-yl)phenyl]-3-(trifluoromethyl)pyrazol-1-yl]butanamide FC1=C(C=CC(=C1F)B1OC(C(O1)(C)C)(C)C)C=1C(=NN(C1)CCCC(=O)N)C(F)(F)F